6-((1H-pyrazol-3-yl)methyl)-2-((6-amino-3-fluoropyridin-2-yl)methyl)-4-methyl-4H-thiazolo[5',4':4,5]pyrrolo[2,3-d]pyridazin-5(6H)-one N1N=C(C=C1)CN1N=CC2=C(C1=O)N(C1=C2SC(=N1)CC1=NC(=CC=C1F)N)C